C1(=CC=CC=C1)[C@H](C)N[C@@H]1[C@@H](C2CCC1CC2)C(=O)OCC ethyl (2R,3S)-3-((S)-1-phenylethylamino)-bicyclo[2.2.2]octane-2-carboxylate